FC1=NC(=CC=C1C=1C=CC(=C(C(=O)NC)C1)OC[C@@H]1CN(CCO1)C(C1=CC(=CC=C1)OCC1=NN=NN1C)=O)O (S)-5-(2-fluoro-6-hydroxypyridin-3-yl)-N-methyl-2-((4-(3-((1-methyl-1H-tetrazol-5-yl)methoxy)benzoyl)morpholin-2-yl)methoxy)benzamide